The molecule is a hydroxy seco-steroid that is calciol carrying three additional hydroxy substituents at positions 1alpha, 2beta and 25. It has a role as a human metabolite. It is a member of D3 vitamins, a hydroxy seco-steroid, a seco-cholestane, a secondary alcohol, a steroid hormone and a tertiary alcohol. It derives from a calciol. C[C@H](CCCC(C)(C)O)[C@H]1CC[C@@H]\\2[C@@]1(CCC/C2=C\\C=C/3\\C[C@H]([C@H]([C@@H](C3=C)O)O)O)C